CC1=C/C(=C(\\C2=CC=C(C=C2)N(C)C)/C3=CC=C(C=C3)[N+](C)(C)C)/C=CC1=[N+](C)C The molecule is an iminium ion that forms the cationic portion of the histological dye 'iodine green'. It is an iminium ion and a quaternary ammonium ion.